CC1=C(OC2=C(C=C(C=C2C1=O)C)C(C)NC=1C(=NC(=CC1)C)C(=O)O)C1=CC2=CN(N=C2C=C1)C 3-[1-[3,6-Dimethyl-2-(2-methylindazol-5-yl)-4-oxo-chromen-8-yl]ethylamino]-6-methyl-pyridine-2-carboxylic acid